(3-(1-methyl-1,2,3,6-tetrahydropyridin-4-yl)-4-nitrophenyl)methanone CN1CCC(=CC1)C=1C=C(C=CC1[N+](=O)[O-])C=O